5-((2-ethyl-5-isopropylpyridin-4-yl)thio)pyrimidine-2,4-diamine C(C)C1=NC=C(C(=C1)SC=1C(=NC(=NC1)N)N)C(C)C